C(#N)C(COC=1C=C(C=2N(C1)N=CC2C#N)C2=NC=C(N=C2)N2CC1N(C(C2)C1)CC=1C=NC(=CC1)OC)(C)C 6-(2-cyano-2-methylpropoxy)-4-(5-(6-((6-methoxypyridine-3-yl)methyl)-3,6-diazabicyclo[3.1.1]Heptane-3-yl)pyrazin-2-yl)pyrazolo[1,5-a]Pyridine-3-carbonitrile